C(C)N1CCN(CC1)CC1=NC2=CC=C(C=C2C=C1)C(=O)O 2-((4-ethylpiperazin-1-yl)methyl)quinoline-6-carboxylic acid